N-benzoyl-4-(3,1-benzoxazine-4-one-2-yl)aniline C(C1=CC=CC=C1)(=O)NC1=CC=C(C=C1)C1=NC2=C(C(O1)=O)C=CC=C2